ClC1=CC=C(C(=N1)C(=O)O)NC(C)C1=C2N=C(C(=NC2=CC(=C1)Cl)C#N)N1CCC(CC1)(F)F 6-chloro-3-((1-(7-chloro-2-cyano-3-(4,4-difluoropiperidin-1-yl)quinoxalin-5-yl)ethyl)amino)picolinic acid